C12(CC3CC(CC(C1)C3)C2)N(CC)CC=CC2=CC(=C(C=C2)C2CCCCC2)Cl N-adamantan-1-yl-N-ethyl-[3-(3-chloro-4-cyclohexylphenyl)allyl]amine